COC=1C=C(C=C(C1)OC)N[C@H]1CN(CC1)C1=NC=CC=N1 (R)-N-(3,5-dimethoxyphenyl)-1-(pyrimidin-2-yl)pyrrolidin-3-amine